FC12CC(C1)(C2)CNCC=2C=CC=1N(C2)C=C(N1)CN1C(C2=CN=CC(=C2C=C1)N1CCCCC1)=O 2-[(6-{[({3-fluorobicyclo[1.1.1]pentan-1-yl}methyl)amino]methyl}imidazo[1,2-a]pyridin-2-yl)methyl]-5-(piperidin-1-yl)-1,2-dihydro-2,7-naphthyridin-1-one